N1CCC(CC1)CCC=1C=2N(C=CC1)C(=CN2)N2C(NC(CC2)=O)=O 1-(8-(2-(piperidin-4-yl)ethyl)imidazo[1,2-a]pyridin-3-yl)dihydropyrimidine-2,4(1H,3H)-dione